C(C1=CC=CC=C1)OC(=O)NC(C)C1(CN(CC1)C(=O)OC(C)(C)C)O tert-butyl 3-(1-(((benzyloxy)carbonyl)amino)ethyl)-3-hydroxypyrrolidine-1-carboxylate